1-methyl-6-[4-(3-piperazin-1-ylpropoxy)phenoxy]indazole-5-carboxamide CN1N=CC2=CC(=C(C=C12)OC1=CC=C(C=C1)OCCCN1CCNCC1)C(=O)N